F[C@@H]1CNC[C@@H]1O (3R,4S)-3-fluoro-4-hydroxypyrrolidin